3-(2-ethylhexyl-oxy)propyl-amine C(C)C(COCCCN)CCCC